ethyl 2-bromo-1,4-dimethyl-1H-imidazole-5-carboxylate BrC=1N(C(=C(N1)C)C(=O)OCC)C